N(N)C=1C(=NN(C(C1)=O)C1=C(C=CC=C1C)OC)C(=O)NN 4-hydrazino-1-(2-methoxy-6-methylphenyl)-6-oxo-1,6-dihydropyridazine-3-carbohydrazide